2-((4-(4-(1-(pent-3-yl)-1H-pyrazol-4-yl)pyrazolo[1,5-a]pyrazin-6-yl)-1H-pyrazol-1-yl)methyl)propane-1,3-diol CCC(CC)N1N=CC(=C1)C=1C=2N(C=C(N1)C=1C=NN(C1)CC(CO)CO)N=CC2